2-((5-(2-(4-cyano-2-fluorophenyl)-2-methylbenzo[d][1,3]dioxol-4-yl)-2,5-diazabicyclo[4.1.0]hept-2-yl)methyl)-1-((1-cyanocyclopropyl)methyl)-1H-benzo[d]imidazole-6-carboxylic acid C(#N)C1=CC(=C(C=C1)C1(OC2=C(O1)C=CC=C2N2CCN(C1CC21)CC2=NC1=C(N2CC2(CC2)C#N)C=C(C=C1)C(=O)O)C)F